[methyl(methylsulfonyl)amino]benzamide CN(S(=O)(=O)C)C1=C(C(=O)N)C=CC=C1